6-chloro-2H-1,3-benzoxazine-2,4(3H)-dione ClC=1C=CC2=C(C(NC(O2)=O)=O)C1